BrC1=CC2=C(N(C=N2)C2=CC=C(C(=N2)N2N=C(C=C2C)C(F)F)C#N)C=C1F 6-(5-bromo-6-fluoro-benzimidazol-1-yl)-2-[3-(difluoromethyl)-5-methyl-pyrazol-1-yl]pyridine-3-carbonitrile